(2S)-2-({[(9H-fluoren-9-yl)methoxy]carbonyl}amino)pentanedioic acid C1=CC=CC=2C3=CC=CC=C3C(C12)COC(=O)N[C@H](C(=O)O)CCC(=O)O